CC1=CC=CC2=C(C3=C(C=CC=C3C(=C12)OC(=O)C1C(CCCC1)C(=O)O)C)OC(=O)C1C(CCCC1)C(=O)O 1,5-dimethyl-9,10-bis(2-carboxycyclohexyl)carbonyloxyanthracene